ClC=1C=C(OC2CCC(CC2)NC(C2=CC=C(C=C2)CN2CC3(CCC2)CCN(CC3)C(=O)C3=CC(=C2C=CN(C2=C3)C(C)C)N3C(NC(CC3)=O)=O)=O)C=CC1C#N N-((1r,4r)-4-(3-Chloro-4-cyanophenoxy)cyclohexyl)-4-((9-(4-(2,4-dioxotetrahydropyrimidin-1(2H)-yl)-1-isopropyl-1H-indole-6-carbonyl)-2,9-diazaspiro[5.5]undecan-2-yl)methyl)benzamide